COC1=C(C=C(C(=O)N2CCC3(CC2)C=2N(CCN3C)C(=CC2)C(C(C)(C)C)=O)C=C1)C(F)(F)F 1-[1'-[4-methoxy-3-(trifluoromethyl)benzoyl]-2-methyl-spiro[3,4-dihydropyrrolo[1,2-a]pyrazin-1,4'-piperidin]-6-yl]-2,2-dimethyl-propan-1-one